ClC1=CC(=C(C=C1)/C=C/C(=O)N[C@H](C(=O)NC(C(C(=O)NCC)=O)C[C@H]1C(NCC1)=O)CC1CC1)F 3-((S)-2-((E)-3-(4-chloro-2-fluorophenyl)acrylamido)-3-cyclopropylpropionamido)-N-ethyl-2-oxo-4-((S)-2-oxopyrrolidin-3-yl)butanamide